(1R,2R,3S,3aR,8bS)-3a-(4-bromophenyl)-3-(3-fluorophenyl)-1,8b-dihydroxy-6,8-dimethoxy-N,N-dimethyl-2,3,3a,8b-tetrahydro-1H-cyclopenta[b]benzofuran-2-carboxamide BrC1=CC=C(C=C1)[C@@]12OC3=C([C@@]1([C@@H]([C@@H]([C@H]2C2=CC(=CC=C2)F)C(=O)N(C)C)O)O)C(=CC(=C3)OC)OC